trans-(5-(4-amino-5-(2-fluoro-4-phenoxyphenyl)imidazo[5,1-f][1,2,4]triazin-7-yl)tetrahydro-2H-pyran-2-yl)methanol 7-methyl-3'-pivaloyl-guanosine-5'-diphosphate P(O)(=O)(OP(=O)(O)O)OC[C@@H]1[C@]([C@H]([C@@H](O1)N1C=[N+](C=2C(=O)NC(N)=NC12)C)O)(O)C(C(C)(C)C)=O.NC1=NC=NN2C1=C(N=C2[C@H]2CC[C@@H](OC2)CO)C2=C(C=C(C=C2)OC2=CC=CC=C2)F